ClC1=NC(=NC=C1N)OC 4-chloro-2-methoxypyrimidin-5-amine